C(CCCCCCCCCCCCCCCCC)(=O)O.C(CCCCCCCCCCCCCCCCC)(=O)O.C(C)O.C(C)O diethanol distearate